4-Fluoro-4-methylcyclohexan-1-one FC1(CCC(CC1)=O)C